C(C)OS(=O)(=O)C(C(=O)OCC)C ethyl 2-(ethoxysulfonyl)-propionate